bis(2,4-di-tert-butylphenyl) diphosphonite P(OC1=C(C=C(C=C1)C(C)(C)C)C(C)(C)C)OPOC1=C(C=C(C=C1)C(C)(C)C)C(C)(C)C